2-(4-fluorophenyl)-2-hydroxyacetamide FC1=CC=C(C=C1)C(C(=O)N)O